3-{1-[(6-{[(cyclobutylmethyl)amino]methyl}imidazo[1,2-a]pyridin-2-yl)methyl]-1H-1,2,3-triazol-4-yl}-5-methoxypyridine-2-carbonitrile C1(CCC1)CNCC=1C=CC=2N(C1)C=C(N2)CN2N=NC(=C2)C=2C(=NC=C(C2)OC)C#N